(Z)-3-[4-[(2R)-3-Chloro-2-hydroxypropoxy]phenyl]-1-phenylprop-2-en-1-one ClC[C@@H](COC1=CC=C(C=C1)\C=C/C(=O)C1=CC=CC=C1)O